2-(3-hydroxyphenyl)thiazole-5-carboxylic acid methyl ester COC(=O)C1=CN=C(S1)C1=CC(=CC=C1)O